6-(5-(3-(1-methyl-1H-pyrazol-4-yl)pyrazolo[1,5-a]pyridin-5-yl)-7H-pyrrolo[2,3-d]pyrimidin-2-yl)quinoline CN1N=CC(=C1)C=1C=NN2C1C=C(C=C2)C2=CNC=1N=C(N=CC12)C=1C=C2C=CC=NC2=CC1